tert-butyl (S)-4-hydroxy-4-((1-phenylbut-3-en-1-yl)carbamoyl)piperidine-1-carboxylate OC1(CCN(CC1)C(=O)OC(C)(C)C)C(N[C@@H](CC=C)C1=CC=CC=C1)=O